C1CC1NS(=O)(=O)C=1C=NC2=CC(=CC(=C2C1)F)C1=CC=CC=C1 3-(3-cyclopropylaminosulfonyl)-5-fluoro-7-phenylquinolin